C(C)(C)(C)C(CCNC([O-])=O)OC1=NC=C(C=C1)Br (tert-butyl 3-((5-bromopyridin-2-yl)oxy)propyl)carbamate